OCC(CCCCCC(CCCCC(C(=O)OCC)(C)C)=O)(C)C 1-Ethyl 14-hydroxy-2,2,13,13-tetramethyl-7-oxo-tetradecanoate